C(#N)CCCN(C(OC(C)(C)C)=O)C1=NC(=CC(=C1)C=1N(N=CC1C1=NN=CN1C)C)N1C(C2=CC=CC(=C2C1)C(F)(F)F)=O tert-butyl N-(3-cyanopropyl)-N-{4-[2-methyl-4-(4-methyl-1,2,4-triazol-3-yl)pyrazol-3-yl]-6-[1-oxo-4-(trifluoromethyl)-3H-isoindol-2-yl]pyridin-2-yl}carbamate